CN1N=C(C(=C1)C=1N(C=CC1)S(=O)(=O)C1=CC=C(C)C=C1)C(F)(F)F 2-(1-methyl-3-trifluoromethyl-1H-pyrazol-4-yl)-1-p-toluenesulfonyl-1H-pyrrole